3-cyclohexyl-N-methylcyclobutan-1-amine C1(CCCCC1)C1CC(C1)NC